FCC12OCC(C1)(C2)N2N=C1N=C(C(=CC1=C2)C(=O)NC=2C(N(C=CC2)C2(CC2)C)=O)OC(C)C 2-(1-(fluoromethyl)-2-oxabicyclo[2.1.1]hex-4-yl)-6-isopropoxy-N-(1-(1-methylcyclopropyl)-2-oxo-1,2-dihydropyridin-3-yl)-2H-pyrazolo[3,4-b]pyridine-5-carboxamide